nickel cobalt oxide lithium [Li].[Co]=O.[Ni]